ethyl 2-(5-(3-(dimethylamino)propyl)-2-oxo-4-(trifluoromethyl)pyridin-1(2H)-yl)-4,4-dimethylpentanoate CN(CCCC=1C(=CC(N(C1)C(C(=O)OCC)CC(C)(C)C)=O)C(F)(F)F)C